Chloro(phenyl)methyl pivalate C(C(C)(C)C)(=O)OC(C1=CC=CC=C1)Cl